ClC1=CC=C(C=C1)C=1N(C=CN1)C(N(C)C)=N (4-Chlorophenyl)-N,N-dimethyl-1H-imidazole-1-carboximidamide